[Mg+2].C(CCCCC)(=O)[O-].C(CCCCC)(=O)[O-] caproic acid magnesium salt